(phenyl)(dimethylfluorenyl)(carbazolyldimethylfluorenyl)(biphenylyl)(dimethylfluorenyl)(carbazolyldimethylfluorenyl)amine C1(=CC=CC=C1)C1=C(C(=C2C=3C(=C(C(=C(C3CC2=C1)N(C1=C(C(=CC=2C3=CC=CC=C3CC12)C)C)C1=C(C=CC=C1)C1=CC=CC=C1)C)C)C1=CC=CC=2C3=CC=CC=C3NC12)C1=C(C(=C(C=2C3=CC=CC=C3CC12)C1=CC=CC=2C3=CC=CC=C3NC12)C)C)C1=C(C(=CC=2C3=CC=CC=C3CC12)C)C